C(C)(C)(C)OC(=O)N1CC2CN(CC2(C1)C)C1=NC(=NC=C1)Cl 5-(2-chloropyrimidin-4-yl)-3a-methyl-hexahydropyrrolo[3,4-c]pyrrole-2(1H)-carboxylic acid tert-butyl ester